2-(6-oxo-1,6-dihydropyridin-3-yl)acetic acid O=C1C=CC(=CN1)CC(=O)O